dimethyl diethyl orthosilicate [Si](OC)(OC)(OCC)OCC